ClC=1C=CC2=C(N=C(S2)C2N(CCOC2)C)C1 3-(5-chloro-1,3-benzothiazol-2-yl)-4-methyl-morpholine